5-hydroxy-N-(isoxazol-4-yl)-1-methyl-6-oxo-2-(1-(phenylcarbamoyl)piperidin-3-yl)-1,6-dihydropyrimidine-4-carboxamide OC1=C(N=C(N(C1=O)C)C1CN(CCC1)C(NC1=CC=CC=C1)=O)C(=O)NC=1C=NOC1